NC=1C=2N(C=CN1)C(=NC2C2=CC(=C(C=C2)NC(=O)NC2=CC(=NN2C2CCN(CC2)C)C(C)(C)C)F)C2CC2 1-(4-(8-amino-3-cyclopropylimidazo[1,5-a]pyrazin-1-yl)-2-fluorophenyl)-3-(3-(tert-butyl)-1-(1-methylpiperidin-4-yl)-1H-pyrazol-5-yl)urea